5-benzyl-N-((1aR,2S,8bS)-4-methyl-3-oxo-1,1a,2,3,4,8b-hexahydrobenzo[b]cycloprop[d]azepin-2-yl)-4H-1,2,4-triazole-3-carboxamide C(C1=CC=CC=C1)C=1NC(=NN1)C(=O)N[C@H]1[C@H]2[C@@H](C3=C(N(C1=O)C)C=CC=C3)C2